COCCN1N=NC=C1 2-methoxyethyl-1H-triazole